[Tc].ClC=1N=CC(=NC1)C(=O)NC=1C(=C(C=2N(C1)C=C(N2)C)C)F 5-Chloro-N-(7-fluoro-2,8-dimethyl-imidazo[1,2-a]pyridin-6-yl)pyrazine-2-carboxamide technetium